O1CCC(=CC1)C1=NN2C(NC(=C(C2=O)N2C[C@H](N(C[C@@H]2C)C(=O)OC(C)(C)C)C)CC)=N1 tert-butyl (2R,5S)-4-(2-(3,6-dihydro-2H-pyran-4-yl)-5-ethyl-7-oxo-4,7-dihydro-[1,2,4]triazolo[1,5-a]pyrimidin-6-yl)-2,5-dimethylpiperazine-1-carboxylate